2-((2-(benzyloxy)ethyl)(ethyl)amino)ethan-1-ol C(C1=CC=CC=C1)OCCN(CCO)CC